6-(1-cyclopropylimino-4-hydroxy-1-oxo-thian-4-yl)-4-[[(1R)-1-[3-(difluoromethyl)-2-fluoro-phenyl]ethyl]amino]-8-methyl-pyrido[2,3-d]pyrimidin-7-one C1(CC1)N=S1(CCC(CC1)(O)C1=CC2=C(N=CN=C2N[C@H](C)C2=C(C(=CC=C2)C(F)F)F)N(C1=O)C)=O